C(C)(C)(C)OC(CCN1N=C(N=C1)C1=C(C(=CC=C1)[N+](=O)[O-])OC)=O 3-(3-(2-methoxy-3-nitrophenyl)-1H-1,2,4-triazol-1-yl)propionic acid tert-butyl ester